C(C)(=O)N1CCC(CC1)CNC1=NC=CC(=N1)C(=O)O (((1-acetylpiperidin-4-yl)methyl)amino)pyrimidine-4-carboxylic acid